FC1=C(C=CC(=C1)F)N1N=CC2=CC=CC=C2C1=O 3-(2,4-difluorophenyl)-4-oxo-3,4-dihydrophthalazin